C(#N)C1=CC=C(C=C1)C1=C(C(=CC=2N1N=CN2)C(=O)O)F 5-(4-cyanophenyl)-6-fluoro-[1,2,4]triazolo[1,5-a]pyridine-7-carboxylic acid